O1C(=NC2=C1C=CC=C2)C2=CC=C(C=C2)NC2=CC=C(C=C2)C2=CC1=CC=CC=C1C=C2 N-(4-benzoxazol-2-yl-phenyl)-N-(4-naphthalen-2-yl-phenyl)-amine